O=C1NC2(CC2)CO1 5-oxo-6-oxa-4-azaspiro[2.4]heptane